(S,E)-2-(3'-(2-(1-acryloylpyrrolidin-2-yl)vinyl)-2'-amino-3-methyl-[4,4'-bipyridin]-2-yl)-7,7-dimethyl-3,4,7,8-tetrahydro-2H-cyclopenta[4,5]pyrrolo[1,2-a]pyrazin-1(6H)-one C(C=C)(=O)N1[C@@H](CCC1)/C=C/C=1C(=NC=CC1C1=C(C(=NC=C1)N1C(C=2N(CC1)C1=C(C2)CC(C1)(C)C)=O)C)N